COC1(COC1)C=1C=C(C=CC1)C(=O)N1CCN(CC1)C1=NC=C(C=C1)C(F)(F)F (3-(3-Methyloxyoxetan-3-yl)phenyl)(4-(5-(trifluoromethyl)pyridin-2-yl)piperazin-1-yl)methanone